Cl.Cl.COC1=CC2=C(C3=CC=C(C=C3N=C2C=C1)Cl)NCCCNCC(Cl)CC 2-methoxy-6-chloro-9-[3-(ethyl-2-chloro-ethyl)aminopropylamino]acridine dihydrochloride